ethyl 2-(4-(6-(3-(2-hydroxyphenyl)cinnolin-7-yl)-2,6-diazaspiro[3.3]heptan-2-yl)-1H-1,2,3-triazol-1-yl)-3-methylbutanoate OC1=C(C=CC=C1)C=1N=NC2=CC(=CC=C2C1)N1CC2(CN(C2)C=2N=NN(C2)C(C(=O)OCC)C(C)C)C1